(R)-cyclopentyl-(4-(piperidin-3-ylamino)-1H-pyrrolo[2,3-b]pyridin-3-yl)methanone hydrochloride Cl.C1(CCCC1)C(=O)C1=CNC2=NC=CC(=C21)N[C@H]2CNCCC2